2-methyl-N-((S)-1-(4-(methylsulfonyl)phenyl)ethyl)-2-((R)-3-(3-(trifluoromethyl)phenoxy)pyrrolidin-1-yl)propionamide CC(C(=O)N[C@@H](C)C1=CC=C(C=C1)S(=O)(=O)C)(C)N1C[C@@H](CC1)OC1=CC(=CC=C1)C(F)(F)F